2-(7-((2-(2,6-dioxopiperidin-3-yl)benzyl)amino)-1-oxoisoindolin-2-yl)-2-(5-fluoro-2-hydroxyphenyl)-N-(thiazol-2-yl)acetamide O=C1NC(CCC1C1=C(CNC=2C=CC=C3CN(C(C23)=O)C(C(=O)NC=2SC=CN2)C2=C(C=CC(=C2)F)O)C=CC=C1)=O